(S)-4-amino-7-fluoro-1-methyl-N-(1-methyl-1H-pyrazol-4-yl)-N-(6-(trifluoromethyl)-2,3-dihydrofuro[2,3-b]pyridin-3-yl)-1H-pyrazolo[4,3-c]quinolin-8-carboxamide NC1=NC=2C=C(C(=CC2C2=C1C=NN2C)C(=O)N([C@@H]2COC1=NC(=CC=C12)C(F)(F)F)C=1C=NN(C1)C)F